C(CCCCCCCCCCC)O normal dodecanol